N-((5-(2,6-difluorophenyl)pyridin-2-yl)methyl)cyclobutylamine FC1=C(C(=CC=C1)F)C=1C=CC(=NC1)CNC1CCC1